1,2-dimethyl-4,5-diphenylphosphinobenzene CC1=C(C=C(C(=C1)PC1=CC=CC=C1)PC1=CC=CC=C1)C